5-{[9-chloro-7-(6-fluoro-1-benzofuran-3-yl)-3,5-dihydro-2H-1,4-benzoxazepin-4-yl]methyl}pyrimidine-2-carbonitrile ClC1=CC(=CC=2CN(CCOC21)CC=2C=NC(=NC2)C#N)C2=COC1=C2C=CC(=C1)F